N-(2-(1H-1,2,4-triazol-1-yl)ethyl)-1-(2-chloro-6-fluorobenzyl)-3-methyl-2-oxo-1,2,3,4-tetrahydroquinazoline-7-carboxamide N1(N=CN=C1)CCNC(=O)C1=CC=C2CN(C(N(C2=C1)CC1=C(C=CC=C1F)Cl)=O)C